methyl N6-(4-(((3R,4R)-1-(2-cyanoacetyl)-4-methylpiperidin-3-yl)(methyl)amino)-7H-pyrrolo[2,3-d]pyrimidine-7-carbonyl)lysinate hydrochloride Cl.C(#N)CC(=O)N1C[C@@H]([C@@H](CC1)C)N(C=1C2=C(N=CN1)N(C=C2)C(=O)NCCCC[C@H](N)C(=O)OC)C